2,2-di(2-methylbutyl)-1,3-dimethoxypropane CC(CC(COC)(COC)CC(CC)C)CC